4-(3-(7-(diethylamino)-4-hydroxy-2-oxo-2H-chromen-3-yl)-5-(p-tolyl)-4,5-dihydro-1H-pyrazol-1-yl)benzoic acid C(C)N(C1=CC=C2C(=C(C(OC2=C1)=O)C1=NN(C(C1)C1=CC=C(C=C1)C)C1=CC=C(C(=O)O)C=C1)O)CC